OC=1C=C(CC=2C=C(C=C(C2O)C)CC2=CC(=C(C(=C2)C)O)CC2=CC(=CC=C2)O)C=CC1 bis[3-(3-hydroxybenzyl)-4-hydroxy-5-methylphenyl]methane